N1-(4-amino-1,3-dihydrofuro[3,4-c]pyridin-7-yl)-N2-(1-(pyrimidin-2-yl)ethyl)-N2-((5-(trifluoromethyl)pyridin-2-yl)methyl)oxalamide NC1=NC=C(C2=C1COC2)NC(C(=O)N(CC2=NC=C(C=C2)C(F)(F)F)C(C)C2=NC=CC=N2)=O